COC1=CC=C(C=C1)C(OC[C@@H]1C([C@H]([C@@H](O1)N1C=2N=C(NC(C2N=C1)=O)NC(C(C)C)=O)O[Si](C)(C)C(C)(C)C)=NO)(C1=CC=CC=C1)C1=CC=C(C=C1)OC N-(9-((2R,3R,5S)-5-((bis(4-methoxyphenyl)(phenyl)methoxy)methyl)-3-((tert-butyldimethylsilyl)oxy)-4-(hydroxyimino)tetrahydrofuran-2-yl)-6-oxo-6,9-dihydro-1H-purin-2-yl)isobutyramide